O=C1N(CCC(N1)=O)C1=CC=C(N=N1)CN1C[C@@H](CCC1)C1=CC=C(C=C1)N1N=C2C(=CC=CC2=C1)C(=O)N (S)-2-(4-(1-((6-(2,4-dioxotetrahydropyrimidin-1(2H)-yl)pyridazin-3-yl)methyl)piperidin-3-yl)phenyl)-2H-indazole-7-carboxamide